4-[2-(dimethylamino)ethyl]aniline CN(CCC1=CC=C(N)C=C1)C